CC=1C=C(C(=O)N[C@@H](C(C)C)C(=O)O)C=CC1C (3,4-dimethylbenzoyl)-L-valine